C1(CCCCC1)OC1=C(C=CC(=C1)[N+](=O)[O-])NS(=O)(=O)C N-(2-(cyclohexyloxy)-4-nitrophenyl)methanesulfonamide